methyl (1S,3S)-3-((5-(5-chloro-3-(((((R)-1-phenylethoxy)carbonyl)amino)methyl)thiophen-2-yl)-3-methylpyrazin-2-yl)oxy)cyclohexane-1-carboxylate ClC1=CC(=C(S1)C=1N=C(C(=NC1)O[C@@H]1C[C@H](CCC1)C(=O)OC)C)CNC(=O)O[C@H](C)C1=CC=CC=C1